4-[8-bromo-1-(3,5-dichlorophenyl)-7-methoxy-4,5-dihydrobenzo[g]indazole-3-carbonyl]-3,3-dimethyl-piperazin-2-one BrC1=CC2=C(CCC=3C(=NN(C23)C2=CC(=CC(=C2)Cl)Cl)C(=O)N2C(C(NCC2)=O)(C)C)C=C1OC